5-Phenyl-1H-pyrazole-3-carboxylic acid {2-oxo-2-[4-(2-trifluoromethyl-phenylsulfanyl)-piperidin-1-yl]-ethyl}-amide O=C(CNC(=O)C1=NNC(=C1)C1=CC=CC=C1)N1CCC(CC1)SC1=C(C=CC=C1)C(F)(F)F